tert-butyl 2-(4-(4-((tert-butyldimethylsilyl)oxy)-2-methylbutan-2-yl)-3-((di-tert-butoxyphosphoryl)oxy)-5-methylphenyl)acetate [Si](C)(C)(C(C)(C)C)OCCC(C)(C)C1=C(C=C(C=C1C)CC(=O)OC(C)(C)C)OP(=O)(OC(C)(C)C)OC(C)(C)C